6-chloro-N-[2,5-difluoro-4-(pyridin-2-ylmethoxy)phenyl]-1H-indole-3-sulfonamide ClC1=CC=C2C(=CNC2=C1)S(=O)(=O)NC1=C(C=C(C(=C1)F)OCC1=NC=CC=C1)F